S1C2=C(C=C1C(=O)NCC1(COCCC1)C(=O)O)CCCCCC2 3-{[(4,5,6,7,8,9-Hexahydrocycloocta[b]thiophen-2-ylcarbonyl)amino]methyl}tetrahydro-2H-pyran-3-carboxylic acid